S1CN(CC1)C(=O)[O-] 3-thiazolidincarboxylate